1-(4-fluorophenyl)vinylboronic acid pinacol ester FC1=CC=C(C=C1)C(=C)B1OC(C)(C)C(C)(C)O1